(R)-N-(1-(2,2-difluoroethyl)-3-methylpiperidin-3-yl)-1-(3-(difluoromethoxy)phenyl)-3,3-dimethyl-2-oxoindoline-5-carboxamide FC(CN1C[C@](CCC1)(C)NC(=O)C=1C=C2C(C(N(C2=CC1)C1=CC(=CC=C1)OC(F)F)=O)(C)C)F